ClC=1C=C(C=CC1C(=O)N1CCN(CC1)C(=O)C1CCNCC1)NC(=O)C=1N(C(=CN1)C=1C(=NC(=CC1)N(C)C)C(F)(F)F)C N-[3-chloro-4-[4-(piperidine-4-carbonyl)piperazine-1-carbonyl]phenyl]-5-[6-(dimethylamino)-2-(trifluoromethyl)-3-pyridinyl]-1-methyl-imidazole-2-carboxamide